chloromethyl 2-methyl-2-[(5-nitropyridin-2-yl)disulfanyl]propyl carbonate C(OCCl)(OCC(C)(SSC1=NC=C(C=C1)[N+](=O)[O-])C)=O